CS(=O)(=O)[O-].C(CCCCCCCCCCC)[N+]1=CC=C(C=C1)C 1-Dodecyl-4-Methylpyridinium methansulfonat